CN(C)CCOCCN(C)C N,N-dimethylaminoethyl ether